FC1=C(C(=CC(=C1)C=1N=C2N(CCCC2)C1)O)N1CC(NS1(=O)=O)=O 5-(2-Fluoro-6-hydroxy-4-(5,6,7,8-tetrahydroimidazo[1,2-a]pyridin-2-yl)phenyl)-1,2,5-thiadiazolidin-3-one 1,1-dioxide